pentenic anhydride C(C=CCC)(=O)OC(C=CCC)=O